(2S,3S)-ethyl 3-((2-chloro-5-fluoro-6-(thiazol-2-yl)pyrimidin-4-yl)amino)bicyclo[2.2.2]octane-2-carboxylate ClC1=NC(=C(C(=N1)N[C@@H]1[C@H](C2CCC1CC2)C(=O)OCC)F)C=2SC=CN2